C(C)(C)N1C(C(CC1)=N)(C)C Isopropyl-imino-2,2-dimethylpyrrolidine